CC1=C(C=C(C=C1)C12CCCC(N1C(=O)N)C2)C2=NC=CC=C2 (4-methyl-3-(pyridin-2-yl)phenyl)-6-azabicyclo[3.1.1]heptane-6-carboxamide